BrC1=C(C=C(C(=O)N2CC=3N(C[C@@H]2C)C(N(C3C(=O)NCC3=C(C=CC=C3)N3N=CC=C3)C3=CC=C(C=C3)OC3CC3)=O)C=C1)Cl |r| rac-(6S)-7-(4-bromo-3-chloro-benzoyl)-2-[4-(cyclopropoxy)phenyl]-6-methyl-3-oxo-N-[(2-pyrazol-1-ylphenyl)methyl]-6,8-dihydro-5H-imidazo[1,5-a]pyrazine-1-carboxamide